5-[1-[[4-[Methyl(2-phenoxyethyl)amino]tetrahydropyran-4-carbonyl]amino]cyclopropyl]pyridine-2-carboxylic acid, hydrochloride Cl.CN(C1(CCOCC1)C(=O)NC1(CC1)C=1C=CC(=NC1)C(=O)O)CCOC1=CC=CC=C1